ClC=1C=C(C=C(C1O)Cl)CC1=CC(=C(C(=C1)Cl)O)Cl Bis(3,5-dichloro-4-hydroxyphenyl)methane